[Si](C1=CC=CC=C1)(C1=CC=CC=C1)(C(C)(C)C)OCC1NCCCC(C1)C#N 2-(((tert-butyldiphenylsilyl)oxy)methyl)azepane-4-carbonitrile